tert-Butyl 4-(6-(2-cyano-6-methoxyquinolin-7-yl)pyridazin-3-yl)piperazine-1-carboxylate C(#N)C1=NC2=CC(=C(C=C2C=C1)OC)C1=CC=C(N=N1)N1CCN(CC1)C(=O)OC(C)(C)C